(3S)-6-(3-chlorophenyl)-3-methyl-2,3,4,5-tetrahydropyridine Tert-butyl-(5S)-3-(3-chlorobenzoyl)-5-methyl-2-oxo-piperidine-1-carboxylate C(C)(C)(C)OC(=O)N1C(C(C[C@@H](C1)C)C(C1=CC(=CC=C1)Cl)=O)=O.ClC=1C=C(C=CC1)C=1CC[C@@H](CN1)C